ClC=1C=C2C=C(C(=NC2=CC1)OC)CC1=C(C(=CC=C1)OC)F 6-chloro-3-(2-fluoro-3-methoxybenzyl)-2-methoxyquinoline